C(C)(C)(C)C1=NN(C(=C1)NC(=O)C1=CSC=2CN(CCC21)C(=O)C2=CN=C1N2C=CC=C1)C1=CC=C(C=C1)F N-(3-(Tert-butyl)-1-(4-fluorophenyl)-1H-pyrazol-5-yl)-6-(imidazo[1,2-a]pyridin-3-carbonyl)-4,5,6,7-tetrahydrothieno[2,3-c]pyridin-3-carboxamid